C(C)(C)(CC)N=NC1(CCCCC1)C#N 1-t-amylazo-1-cyanocyclohexane